N1C(=NC2=C1C=CC=C2)[C@@H]2[C@H](C2)C(=O)N[C@@H](C(=O)NC2=CC=C(C=C2)C(C)(C)C)C (1S,2S)-2-(1H-benzo[d]imidazol-2-yl)-N-((R)-1-((4-(tert-butyl)phenyl)amino)-1-oxopropan-2-yl)cyclopropane-1-carboxamide